C(CCC=C)OC=1C=C(C=NC1)OB(O)O (5-(pent-4-en-1-yloxy)pyridin-3-yl)boric acid